N-[(1S,2R,3E)-1-[(β-D-galactopyranosyloxy)methyl]-2-hydroxy-3-heptadecen-1-yl]-pentadecanamide [C@@H]1([C@H](O)[C@@H](O)[C@@H](O)[C@H](O1)CO)OC[C@@H]([C@@H](\C=C\CCCCCCCCCCCCC)O)NC(CCCCCCCCCCCCCC)=O